FC=1C=C(OCCN(CCC(C(=O)O)NC2=NC=NC3=CC=CC=C23)CCCCC2=NC=3NCCCC3C=C2)C=C(C1)F 4-((2-(3,5-difluorophenoxy)ethyl)(4-(5,6,7,8-tetrahydro-1,8-naphthyridin-2-yl)butyl)amino)-2-(quinazolin-4-ylamino)butanoic acid